CC=1N=C2N(C=C(N=C2)B2OC(C(O2)(C)C)(C)C)C1 2-methyl-6-(4,4,5,5-tetramethyl-1,3,2-dioxaborolan-2-yl)imidazo[1,2-a]pyrazine